FC(C=1C=C(C=C(C1)C(F)(F)F)C1=NN(C=N1)/C=C(/C(=O)O)\C=1C=NC=NC1)(F)F (E)-3-(3-(3,5-bis(trifluoromethyl)phenyl)-1H-1,2,4-triazol-1-yl)-2-(pyrimidin-5-yl)acrylic acid